N5-((1R,5S,6r)-3,3-difluorobicyclo[3.1.0]hexan-6-yl)-3-(hydroxymethyl)-N7-methyl-3-phenyl-2,3-dihydrobenzofuran-5,7-dicarboxamide FC1(C[C@H]2C([C@H]2C1)NC(=O)C=1C=C(C2=C(C(CO2)(C2=CC=CC=C2)CO)C1)C(=O)NC)F